OP(O)OP(O)O.C(C)(C)(C)C1=C(C(=CC(=C1)C)C(C)(C)C)C(O)(C(CO)(CO)CO)CC(CCCC)CC (2,6-di-t-butyl-4-methylphenyl)2-ethylhexyl-pentaerythritol diphosphite